C(CC)OC(CCCCCCCCCCC)=O dodecanoic acid propyl ester